COC1=CC=C(C=C1)CN1C(N2C(=CC1=O)C(CC2)=O)=O 2-[(4-methoxyphenyl)methyl]-6H,7H-pyrrolo[1,2-c]pyrimidine-1,3,5-trione